6-(3-((2,6-dimethylpyridin-4-yl)oxy)phenyl)-3-methyl-3,4-dihydropyridine CC1=NC(=CC(=C1)OC=1C=C(C=CC1)C1=CCC(C=N1)C)C